CC1(C(C1)(C)C)B(O)O 1,2,2-TRIMETHYL-CYCLOPROPYL-BORONIC ACID